(R)-5-(3-cyclohexyl-2-methyl-1,1-dioxido-5-phenyl-7-(thiophen-3-ylethynyl)-2,3,4,5-tetrahydrobenzo[f][1,2,5]thiadiazepin-8-yl)-2-fluorobenzoic acid C1(CCCCC1)[C@H]1N(S(C2=C(N(C1)C1=CC=CC=C1)C=C(C(=C2)C=2C=CC(=C(C(=O)O)C2)F)C#CC2=CSC=C2)(=O)=O)C